Isoamyl isohexanoate C(CCC(C)C)(=O)OCCC(C)C